4-(1-(tert-butoxycarbonyl)piperidin-4-yl)-6-chloro-7-fluoro-1H-indole-2-carboxylic acid C(C)(C)(C)OC(=O)N1CCC(CC1)C1=C2C=C(NC2=C(C(=C1)Cl)F)C(=O)O